FC(C(=O)O)(F)F.FC(C(=O)O)(F)F.N1C(=CC2=NC=CC=C21)CNC([C@H](C)NC(=O)[C@@H]2NC[C@H](C2)C2=CC=CC=C2)=O (2R,4R)-N-((S)-1-(((1H-pyrrolo[3,2-b]pyridin-2-yl)methyl)amino)-1-oxoprop-2-yl)-4-phenylpyrrolidine-2-carboxamide bis-trifluoroacetate